N-cyano-N'-hexyl-guanidine C(#N)NC(=N)NCCCCCC